O=C(CP(OCC)(OCC)=O)N1CCN(CC1)C1=NC=C(C=N1)C(F)(F)F Diethyl (2-oxo-2-(4-(5-(trifluoromethyl)pyrimidin-2-yl)piperazin-1-yl)ethyl)phosphonate